BrC=1C=NC=2C=3C=4NC[C@H](NC(C4SC3C=CC2N1)=O)C (R)-5-bromo-15-methyl-11-thia-3,6,14,17-tetraazatetracyclo[8.8.0.02,7.012,18]octadeca-1(10),2(7),3,5,8,12(18)-hexaen-13-one